C(CCCCCCC\C=C/CCCCCCCC)(=O)OC[C@@H](O)COP(=O)([O-])OCC[N+](C)(C)C 1-Oleoyl-Sn-Glycero-3-Phosphocholine